NC1=CC=C(CNC2=CC=C(C=C2)NC(CCCCCCCCC)=O)C=C1 N-(4-((4-Aminobenzyl)amino)phenyl)decanamid